2-(piperazin-1-yl)thiazolamide N1(CCNCC1)C1(SC=CN1)C(=O)N